N-cyclohexyl-4-(methylsulfonyl)-2-(2H-1,2,3-triazol-2-yl)aniline C1(CCCCC1)NC1=C(C=C(C=C1)S(=O)(=O)C)N1N=CC=N1